CC1=CC=C(C=C1)C(C)(C)O p-α,α-trimethylbenzyl alcohol